(8S,9S,10R,13S,14S,17S)-17-((R)-1-((tert-Butyldimethylsilyl)oxy)ethyl)-10,13-dimethyl-1,2,6,7,8,9,10,11,12,13,14,15,16,17-tetradecahydro-3H-cyclopenta[a]phenanthren-3-one [Si](C)(C)(C(C)(C)C)O[C@H](C)[C@H]1CC[C@H]2[C@@H]3CCC4=CC(CC[C@@]4([C@H]3CC[C@]12C)C)=O